FC(C1=CC=C(C=N1)C#N)(F)F 6-(trifluoromethyl)pyridine-3-carbonitrile